CN1C(C(=C(C(=C1)C)[O-])NC(N[C@@H](CC(=O)[O-])C=1C=C(C=CC1)C1=CC(=CC=C1)OC(F)(F)F)=O)=O.[Na+].[Na+] Natrium (S)-3-(3-(1,5-Dimethyl-4-oxido-2-oxo-1,2-dihydropyridin-3-yl)ureido)-3-(3'-(trifluoromethoxy)biphenyl-3-yl)propanoat